Cl.N1C=NC(=C1)C1=CC=C(C=C1)C(C(=O)NCC1=CC(=CC=C1)Cl)=CC1=CC=CC=C1 (4-(1H-imidazol-4-yl)phenyl)-N-(3-chlorobenzyl)cinnamamide hydrochloride